cobalt iron molybdenum [Mo].[Fe].[Co]